iron-aluminum water O.[Al].[Fe]